OC1=C(N(N=C1C)CCC=1C=NC=CC1)C1=NNC(=N1)C=1N=C(N2C1C=NC(=C2)C)C(=O)N 1-[3-[4-hydroxy-5-methyl-2-[2-(3-pyridinyl)ethyl]pyrazol-3-yl]-1H-1,2,4-triazol-5-yl]-6-methyl-imidazo[1,5-a]pyrazine-3-carboxamide